C(CCCCC)C(C(=O)OCC(COC(C(CCCCCCCC)CCCCCC)=O)N1CCC2(CCN(C2)CCCCCO[Si](C)(C)C(C)(C)C)CC1)CCCCCCCC 2-(2-(5-((tert-butyldimethylsilyl)oxy)pentyl)-2,8-diazaspiro[4.5]decan-8-yl)propane-1,3-diyl bis(2-hexyldecanoate)